4,6-dihydroxyisophthalic dihydrazide OC1=C(C=C(C(=O)NN)C(=C1)O)C(=O)NN